2-(5-(morpholine-4-carbonyl)-3-(4-sulfamoylbenzyl)-1H-indol-1-yl)thiazole-4-carboxylic acid N1(CCOCC1)C(=O)C=1C=C2C(=CN(C2=CC1)C=1SC=C(N1)C(=O)O)CC1=CC=C(C=C1)S(N)(=O)=O